C([O-])([O-])=O.[Co+3].[K+].C([O-])([O-])=O potassium cobalt(III) carbonate salt